methyl 3-hydroxy-bicyclo[1.1.1]pentane-1-carboxylate OC12CC(C1)(C2)C(=O)OC